COC(C(CCCCCC#N)=O)=O 7-Cyano-2-oxoheptanoic acid methyl ester